3-(2-chlorophenyl)-2-methyl-quinazolin-4(3H)-one ClC1=C(C=CC=C1)N1C(=NC2=CC=CC=C2C1=O)C